CC(C(=O)O)(CCCCCCCCCC)C 2,2-dimethyldodecanoic acid